4-bromo-2-(3-(cyclobutylmethyl)-6-(3,5-dimethylisoxazol-4-yl)-1H-pyrrolo[3,2-b]pyridin-1-yl)-3-fluorobenzoic acid BrC1=C(C(=C(C(=O)O)C=C1)N1C=C(C2=NC=C(C=C21)C=2C(=NOC2C)C)CC2CCC2)F